2,6-bis-(p-tolylamino)-3-cyano-4-methylpyridine C1(=CC=C(C=C1)NC1=NC(=CC(=C1C#N)C)NC1=CC=C(C=C1)C)C